ethyl 1-amino-1H-imidazole-5-carboxylate NN1C=NC=C1C(=O)OCC